(7S,8R)-2-Chloro-7-ethyl-8-methyl-7,8-dihydro-5H-pyrano[4,3-b]pyridin-5-one ClC1=CC=C2C(=N1)[C@H]([C@@H](OC2=O)CC)C